FC(C(=O)O)(F)C1=CC(=CC(=C1)F)F α,α,3,5-tetrafluoro-phenylacetic acid